FC1(CNC1)C#CC=1C=CC(=NC1)C(=O)NC 5-((3-fluoroazetidin-3-yl)ethynyl)-N-methylpicolinamide